N-methyl-2-[[3-[(E)-2-(2-pyridyl)vinyl]-1H-indazol-6-yl]sulfanyl]benzamide CNC(C1=C(C=CC=C1)SC1=CC=C2C(=NNC2=C1)\C=C\C1=NC=CC=C1)=O